(E)-3,5-Diethyl-4-(phenyldiazenyl)-1H-pyrazole C(C)C1=NNC(=C1\N=N\C1=CC=CC=C1)CC